dichloro-5-fluoro-1,1'-biphenyl ClC=1C(=C(C=C(C1)F)C1=CC=CC=C1)Cl